ClC=1C=C(C=CC1F)C(C=1C=CC(=NC1)OCC(F)(F)F)C=1N(C=C(N1)SC)COCC[Si](C)(C)C 5-((3-chloro-4-fluorophenyl)(4-(methylthio)-1-((2-(trimethylsilyl)ethoxy)methyl)-1H-imidazol-2-yl)methyl)-2-(2,2,2-trifluoroethoxy)pyridine